C(C)(C)(C)N1C[C@H]([C@@H](C1)C1=CC=C(C=C1)Cl)C(=O)N1C[C@H](C[C@H]1C(=O)N1CCOCC1)N(C(CCCC)=O)C1CCC(CC1)C N-((3S,5S)-1-((3S,4R)-1-(tert-butyl)-4-(4-chlorophenyl)pyrrolidine-3-carbonyl)-5-(morpholine-4-carbonyl)pyrrolidin-3-yl)-N-((1s,4R)-4-methylcyclohexyl)pentanamide